ClC1=C(C(=O)NC2=C3C=NN(C3=CC=C2)C2=CC=C(C=C2)C(F)(F)F)C=C(C=C1)CNC(CCOC)=O 2-Chloro-5-{[(3-methoxypropanoyl)amino]methyl}-N-{1-[4-(trifluoromethyl)phenyl]-1H-indazol-4-yl}benzamide